O[C@@H](C(C)=O)C |r| (±)-3-hydroxy-2-butanone